[Ba].[Fe].[Bi] bismuth iron-barium